BrC=1C(=C2NC(C=3N(C2=CC1)N=C(C3)C)=O)F 7-Bromo-6-fluoro-2-methylpyrazolo[1,5-a]quinoxaline-4(5H)-one